2-heptyl-3-hydroxy-4(1H)-quinolinone C(CCCCCC)C=1NC2=CC=CC=C2C(C1O)=O